CC=1C=C(C=CC1)C1=C(C=C(C=C1OCN(C(OCCOC)=O)C)CCCCC)OCN(C(OCCOC)=O)C bis(2-methoxyethyl) (((3'-methyl-4-pentyl-[1,1'-biphenyl]-2,6-diyl)bis(oxy))bis(methylene))bis(methylcarbamate)